2-[(6-methoxy-2-methyl-1,2,3,4-tetrahydroisoquinolin-7-yl)amino]-4-{[7-(trifluoromethyl)-1,2,3,4-tetrahydroisoquinolin-5-yl]amino}pyrimidine-5-carboxamide COC=1C=C2CCN(CC2=CC1NC1=NC=C(C(=N1)NC1=C2CCNCC2=CC(=C1)C(F)(F)F)C(=O)N)C